6-((3,4-dihydroquinolin-1(2H)-yl)methyl)-1-(prop-2-yn-1-yl)pyridin-2(1H)-one N1(CCCC2=CC=CC=C12)CC1=CC=CC(N1CC#C)=O